C(C)(C)C1=CC(=C(C=C1)N)C(F)(F)F 4-isopropyl-2-trifluoromethyl-phenylamine